tert-Butyl N-{[rac-(1R,3R)-4,4-difluoro-3-methoxycyclohexyl]carbamothioyl}carbamate FC1([C@@H](C[C@@H](CC1)NC(=S)NC(OC(C)(C)C)=O)OC)F |r|